2-(5-(3-((2-Chloro-5-(1-(2,2,2-trifluoroethyl)-1H-pyrazol-3-yl)pyridin-4-yl)amino)-2,2-dimethylpropoxy)-1-methyl-1H-pyrazol-4-yl)pyrimidin-4-amine ClC1=NC=C(C(=C1)NCC(COC1=C(C=NN1C)C1=NC=CC(=N1)N)(C)C)C1=NN(C=C1)CC(F)(F)F